pentacosyl myristoleate C(CCCCCCC\C=C/CCCC)(=O)OCCCCCCCCCCCCCCCCCCCCCCCCC